8,11,14-nonadecantriynoic acid C(CCCCCCC#CCC#CCC#CCCCC)(=O)O